Cl.N1C=CC=2C1=NC=CC2C=2C=CC(=C(C2)O)C2=CC1=C(N=N2)N(N=N1)C1CC(NC(C1)(C)C)(C)C 5-(1H-pyrrolo[2,3-b]pyridin-4-yl)-2-[3-(2,2,6,6-tetramethylpiperidin-4-yl)-3H-[1,2,3]triazolo[4,5-c]pyridazin-6-yl]phenol hydrochloride